CC1(OC[C@H](O1)C1=CC=C(C=N1)N)C (R)-6-(2,2-dimethyl-1,3-dioxolan-4-yl)pyridine-3-amine